ClC=1C(=NN(C1)C)CC1N(C(C2=CC=CC=C12)=O)CC1=CC2=C(NC(O2)=O)C=C1 6-((1-((4-chloro-1-methyl-1H-pyrazol-3-yl)methyl)-3-oxoisoindolin-2-yl)methyl)benzo[d]oxazol-2(3H)-one